C(#N)C=1N=CN2C1C=CC=C2 cyanoimidazo[1,5-a]pyridine